CS(=O)(=O)C=1C=C(C=CC1)C1=CC=C(C=N1)C1(NNC(=N1)N)N 3-(6-(3-methanesulfonylphenyl)pyridin-3-yl)-1H-1,2,4-triazole-3,5-diamine